N1N=NN=C1C1=C(C=CC=C1)C1=CC=C(C=C1)C(N([C@@H](C(C)C)C(=O)O)C(CCCC)=O)N=[N+]=[N-] N-((2'-(1H-tetrazol-5-yl)-[1,1'-biphenyl]-4-yl)(azido)methyl)-N-pentanoyl-L-valine